3-(2-amino-[1,2,4]triazolo[1,5-a]pyridin-7-yl)-6-chloro-2-fluoro-N-((2e,3s)-2-fluoro-3-(4-fluorophenyl)-3-hydroxypropyl)benzamide NC1=NN2C(C=C(C=C2)C=2C(=C(C(=O)NCC([C@@H](O)C3=CC=C(C=C3)F)F)C(=CC2)Cl)F)=N1